COC(=O)C=1NC(=C(C1C)S(=O)(=O)Cl)C 4-(chlorosulfonyl)-3,5-dimethyl-1H-pyrrole-2-carboxylic acid methyl ester